1-(3-(trimethoxysilyl)propyl)-1H-imidazole CO[Si](CCCN1C=NC=C1)(OC)OC